C(C)N(CCCC(C)NC=1N=CC(=NC1)C(=O)NC=1N=CC=C2C=CC=NC12)CC 5-((5-(diethylamino)pentan-2-yl)amino)-N-(1,7-naphthyridin-8-yl)pyrazine-2-carboxamide